N-((3S,10R,13S)-17-(4-isopropyl-1H-imidazol-1-yl)-10,13-dimethyl-2,3,4,7,8,9,10,11,12,13,14,15-dodecahydro-1H-cyclopenta[a]phenanthren-3-yl)isonicotinamide C(C)(C)C=1N=CN(C1)C1=CCC2C3CC=C4C[C@H](CC[C@@]4(C3CC[C@]12C)C)NC(C1=CC=NC=C1)=O